(3-amino-6-(isopropylsulfonyl)-4,5,6,7-tetrahydropyrazolo[3,4-c]pyridin-2-yl)(1,2,3,4-tetrahydroquinolin-4-yl)methanone NC=1N(N=C2CN(CCC21)S(=O)(=O)C(C)C)C(=O)C2CCNC1=CC=CC=C21